FC1=C(CC=2C=CC(=C3CCC(C23)C)OCC(=O)OCC)C=CC(=C1C(C)C)O ethyl 2-((7-(2-fluoro-4-hydroxy-3-isopropylbenzyl)-1-methyl-2,3-dihydro-1H-inden-4-yl)oxy)acetate